Methyl 3-(3-(chloromethyl)-4-methylphenyl)-2,2-dimethyl-3-(8-methyl-3-(trifluoromethyl)-[1,2,4]triazolo[4,3-a]pyridin-7-yl)propanoate ClCC=1C=C(C=CC1C)C(C(C(=O)OC)(C)C)C1=C(C=2N(C=C1)C(=NN2)C(F)(F)F)C